C12(CCCC1)C1=C(NO2)C=CC=C1 1H-spiro[benzo[c]isoxazole-3,1'-cyclopentane]